(3R)-1-{7-methoxy-1-methyl-2-[1-(2,2,2-trifluoroethyl)-1H-indol-2-yl]-1H-1,3-benzodiazole-5-carbonyl}piperidin-3-amine hydrochloride salt Cl.COC1=CC(=CC2=C1N(C(=N2)C=2N(C1=CC=CC=C1C2)CC(F)(F)F)C)C(=O)N2C[C@@H](CCC2)N